CNC(C(=O)O)CCC1=CC(=C(C=C1)C(NS(=O)(=O)C)=O)OC 2-(Methylamino)-4-(3-methoxy-4-((methylsulfonyl)carbamoyl)phenyl)butanoic acid